C(=C)[C@@](/C=C/C1=CC=C(C=C1)O)(CCC=C(C)C)C 4-[(1e,3s)-3-vinyl-3,7-dimethyloct-1,6-dien-1-yl]phenol